2-(2-((6-chlorohexyl)oxy)ethoxy)hexanoic acid ClCCCCCCOCCOC(C(=O)O)CCCC